C(#N)C1=CC=2C(N=C1)=NN(C2)C2=CC=C(C=N2)C(=O)O 6-(5-cyanopyrazolo[3,4-b]pyridin-2-yl)pyridine-3-carboxylic acid